CN(CCN1C(=NC2=C1C=CC=C2)C2CN(C2)CCC=2OC=C(N2)C(=O)NCC2=NC=CC=C2F)C 2-(2-(3-(1-(2-(dimethylamino)ethyl)-1H-benzo[d]imidazol-2-yl)azetidin-1-yl)ethyl)-N-((3-fluoropyridin-2-yl)methyl)oxazole-4-carboxamide